N-(4-bromophenyl)-7-(3,4-dimethoxyphenyl)pyrazolo[1,5-a]pyrimidine-2-carboxamide BrC1=CC=C(C=C1)NC(=O)C1=NN2C(N=CC=C2C2=CC(=C(C=C2)OC)OC)=C1